(4,5,6,7-tetrahydrobenzo[d]imidazol-1-yl)methanol N1(C=NC2=C1CCCC2)CO